O1[C@@H](CC1)CN1C(=NC2=C1C=C(C=C2)C(=O)O)CN2CCN(CC2)CC=2OC(=CC2)COC2=CC=CC=C2 1-{[(2S)-oxetan-2-yl]methyl}-2-[(4-{[5-(phenoxymethyl)furan-2-yl]methyl}piperazin-1-yl)methyl]-1H-1,3-benzodiazole-6-carboxylic acid